FC1=CC(=CC=2N(C(=NC21)C)C(C)C)C2=CNC=1N=C(N=CC12)NCC(C)(C)F 5-(4-fluoro-1-isopropyl-2-methyl-1H-benzo[d]imidazol-6-yl)-N-(2-fluoro-2-methylpropyl)-7H-pyrrolo[2,3-d]pyrimidin-2-amine